(3S)-1-(4-{7-cyclopropyl-5-[(1R)-1-methyl-1,2,3,4-tetrahydroisoquinoline-2-carbonyl]Pyrazolo[1,5-a]Pyrimidine-2-yl}-3-fluorophenyl)-pyrrolidine-3-carboxylic acid C1(CC1)C1=CC(=NC=2N1N=C(C2)C2=C(C=C(C=C2)N2C[C@H](CC2)C(=O)O)F)C(=O)N2[C@@H](C1=CC=CC=C1CC2)C